Bromine difluoromethyl-phosphine FC(F)P.[Br]